BrC=1C(=C(C(=CC1)F)NC1=NC(=NC(=N1)C(C)(C)F)N)OC N4-(3-bromo-6-fluoro-2-methoxy-phenyl)-6-(1-fluoro-1-methyl-ethyl)-1,3,5-triazine-2,4-diamine